BrC1=CC(=CC=2C(COC21)=O)OC 7-bromo-5-methoxybenzofuran-3(2H)-one